mercury-cadmium [Cd].[Hg]